CN(C(/C=C/CC[C@H](C(=O)NC=1C(N(C=CC1)CC=1NC2=CC=C(C=C2C1)F)=O)CN(C([O-])=O)C)=O)C (S,E)-7-(Dimethylamino)-1-((1-((5-fluoro-1H-indol-2-yl)methyl)-2-oxo-1,2-dihydropyridin-3-yl)amino)-1,7-dioxohept-5-en-2-yl-dimethylcarbamat